C1(CC1)C1=NC=NC(=C1C=1N=CC2=C(N1)C(=NN2C)CC2=C(C=C(C=C2)C=2N(C=C(N2)C(F)(F)F)C(C)C)O)OC 2-((5-(4-cyclopropyl-6-methoxypyrimidin-5-yl)-1-methyl-1H-pyrazolo[4,3-d]pyrimidin-3-yl)methyl)-5-(1-isopropyl-4-(trifluoromethyl)-1H-imidazol-2-yl)phenol